(R)-N-(3,3-difluoro-1-(2-methoxyethyl)piperidin-4-yl)-5-(1-(2,2-difluoroethyl)-2-methyl-1H-benzo[d]imidazol-6-yl)-6-fluoro-4-methoxypyrrolo[2,1-f][1,2,4]triazin-2-amine FC1(CN(CC[C@H]1NC1=NN2C(C(=N1)OC)=C(C(=C2)F)C=2C=CC1=C(N(C(=N1)C)CC(F)F)C2)CCOC)F